CCCCOCCOC(C)CO butoxyethoxypropanol